ClC=1C=C2C(OCC=3C=CC=NC3C3=C(C=C(C(NS(C(C1OC)=C2)(=O)=O)=C3)F)F)=O 13-chloro-19,21-difluoro-14-methoxy-16,16-dioxo-9-oxa-16λ6-thia-3,17-diazatetracyclo[16.3.1.111,15.02,7]tricosa-1(21),2(7),3,5,11,13,15(23),18(22),19-nonaen-10-one